C(=C\C)/[C@@H]1C[C@@]12C(CCC2)=O |r| (1SR,3RS)-1-((E)-prop-1-en-1-yl)spiro[2.4]heptan-4-one